C(C)(C)(C)OC(=O)NC=1C=NC2=NC(=CC=C2C1C(=O)OC)OC methyl 3-((tert-butoxycarbonyl)amino)-7-methoxy-1,8-naphthyridin-4-carboxylate